1,3-dimethyl-3,4,5,6-tetrahydro-2(1H)-pyrimidone CN1C(N(CCC1)C)=O